FC=1C=C(C=CC1C=1C=NC(N(C1)C)=O)NC([C@H](C(C1=CC=CC=C1)C1=CC=CC=C1)NC(=O)C1=CC=NN1C)=O (S)-N-(1-((3-fluoro-4-(1-methyl-2-oxo-1,2-dihydropyrimidin-5-yl)phenyl)amino)-1-oxo-3,3-diphenylpropan-2-yl)-1-methyl-1H-pyrazole-5-carboxamide